C(C)(C)(C)OC(N(C[C@H]1NC(CC1)=O)CC=1C=CC(=NC1OC)C1=C(C(=NC=C1)Cl)Cl)=O.ClC=1C=C2NC(C=3N(C2=CC1)C=CC3)C3=C(N)C=CC=C3 2-(7-chloro-4,5-dihydropyrrolo[1,2-a]quinoxalin-4-yl)aniline tert-butyl-(S)-((2',3'-Dichloro-6-methoxy-[2,4'-bipyridin]-5-yl)-methyl)-((5-oxopyrrolidin-2-yl)-methyl)-carbamate